C(#N)C1=CC(=C(C=C1)/C(/C(=O)OC)=C/N(C)C)C methyl (Z)-2-(4-cyano-2-methylphenyl)-3-(dimethylamino)acrylate